C(C=1C(O)=CC=CC1)=NC1=C(C=CC=C1)N=CC=1C(O)=CC=CC1 N,N'-Bis(salicyliden)-1,2-phenylendiamin